Pyridine-1,5(6H)-dicarboxylic acid N1(C=CC=C(C1)C(=O)O)C(=O)O